O1CCCC=2C1=CN=C(C2)C(=O)O 3,4-dihydro-2H-pyrano[2,3-c]pyridine-6-carboxylic acid